F[C@@H]1C[C@@]2(CCCN2C1)COC=1N=C(C2=C(N1)C(=C(N=C2)C2=C(C(=CC(=C2)O)C)CCCOC2CNCCCC2)F)O 2-{[(2R,7aS)-2-fluoro-hexahydropyrrolizin-7a-yl]methoxy}-7-{2-[3-(azepan-3-yloxy)propyl]-5-hydroxy-3-methylphenyl}-8-fluoropyrido[4,3-d]pyrimidin-4-ol